C(=C)C1=CC=C(CN2CCCN3CCCC23)C=C1 5-(4'-vinylbenzyl)-1,5-diazabicyclo[4.3.0]nonane